C(C1=CC=CC=C1)OC1=CC=CC2=C1C(=NS2)N 4-benzyloxybenzo[d]isothiazol-3-amine